Hept-2-yl-1,1,2,2-tetrafluoroethanesulfonate CC(CCCCC)OS(=O)(=O)C(C(F)F)(F)F